C(CCCCCCC\C=C/CCCCCCCC)C(C(=O)N)(CCCCCCCC(=O)O)CCCCCCCC\C=C/CCCCCCCC dioleyl-sebacic acid amide